(1-(4-nitro-3-trifluoromethylphenyl)-1H-pyrazol-3-yl)ethan-1-ol [N+](=O)([O-])C1=C(C=C(C=C1)N1N=C(C=C1)C(C)O)C(F)(F)F